2-amino-6-chloro-N-(4-(4-oxopiperidin-1-yl)pyridin-3-yl)pyrazolo[1,5-a]pyrimidine-3-carboxamide NC1=NN2C(N=CC(=C2)Cl)=C1C(=O)NC=1C=NC=CC1N1CCC(CC1)=O